4-((1r,4r,5s)-5-((5-cyclopropyl-3-(2,6-dichlorophenyl)isoxazol-4-yl)methoxy)-2-azabicyclo[2.2.1]heptan-2-yl)-N-(cyclopropylsulfonyl)-3-fluorobenzamide C1(CC1)C1=C(C(=NO1)C1=C(C=CC=C1Cl)Cl)CO[C@@H]1[C@H]2CN([C@@H](C1)C2)C2=C(C=C(C(=O)NS(=O)(=O)C1CC1)C=C2)F